N-(tert-butoxycarbonyl)-O-methyl-D-threonine C(C)(C)(C)OC(=O)N[C@H]([C@@H](OC)C)C(=O)O